1-(4-((4-((2-fluoro-4-((2-(isoxazolidin-2-yl)pyridin-4-yl)oxy)phenyl)amino)-7-methoxyquinazolin-6-yl)amino)piperidin-1-yl)prop-2-en-1-one FC1=C(C=CC(=C1)OC1=CC(=NC=C1)N1OCCC1)NC1=NC=NC2=CC(=C(C=C12)NC1CCN(CC1)C(C=C)=O)OC